ethyl 7-((2-oxopyrrolidin-3-yl)methoxy)-1H-indole-2-carboxylate O=C1NCCC1COC=1C=CC=C2C=C(NC12)C(=O)OCC